ClC1=CC=C(C=N1)OCCCN1CCN(CC1)C1=C2C=CNC2=CC=C1 4-(4-(3-((6-chloropyridin-3-yl)oxy)propyl)piperazin-1-yl)-1H-indole